O1CCCC=2C1=NC(=CC2)CC(=O)NC2=CC(=C(C=C2)C)[C@H](C)NC=2C=NC=1C(N2)=NN(C1)CC (S)-2-(3,4-dihydro-2H-pyrano[2,3-b]pyridin-7-yl)N-(3-(1-((2-ethyl-2H-pyrazolo[3,4-b]pyrazin-6-yl)amino)ethyl)-4-methylphenyl)acetamide